4-[(3S,4S)-3,4-difluoropyrrolidin-1-yl]-N-[2-methoxy-4-(morpholin-4-yl)phenyl]-5-(trifluoromethyl)pyrimidin-2-amine F[C@H]1CN(C[C@@H]1F)C1=NC(=NC=C1C(F)(F)F)NC1=C(C=C(C=C1)N1CCOCC1)OC